C1(CC1)S(=O)(=O)N1CCC(CC1)NC=1N=CC2=C(N1)C(=NC(=C2)C)N2CC1(C2)CC(C1)O 2-(2-((1-(cyclopropylsulfonyl)piperidin-4-yl)amino)-6-methylpyrido[3,4-d]pyrimidin-8-yl)-2-azaspiro[3.3]heptan-6-ol